F[B-](F)(F)F.F[B-](F)(F)F.C1(=CC=CC=C1)C1=C([N+]2=C(C3=[N+]1C=CC=C3)C=CC=C2)C2=CC=CC=C2 6,7-Diphenyldipyrido[1,2-a:2',1'-c]pyrazine-5,8-diium bis(tetrafluoroborate)